1-(1,2,3,4-tetrahydroisoquinolin-5-yl)-6,7,8,9-tetrahydro-5H-pyrido[4,3-b]Indole C1NCCC2=C(C=CC=C12)C1=NC=CC=2NC=3CCCCC3C21